4-[3-formyl-5-(trifluoromethyl)phenoxy]-3-methoxy-benzonitrile C(=O)C=1C=C(OC2=C(C=C(C#N)C=C2)OC)C=C(C1)C(F)(F)F